C(C)(C)(C)OC(=O)N1CCN(CC1)C1=NC=NC2=CC(=C(C=C12)Cl)C1=NC(=CC=C1C(F)(F)F)N 4-[7-[6-amino-3-(trifluoromethyl)-2-pyridinyl]-6-chloro-quinazolin-4-yl]piperazine-1-carboxylic acid tert-butyl ester